C1(=CC=CC=C1)C=1C=C(C=CC1)O m-phenylphenol